(1-(Methylsulfonyl)azetidin-3-yl)methyl ((S)-4-methyl-1-oxo-1-(((S)-1-oxo-3-((R)-2-oxopyrrolidin-3-yl)propan-2-yl)amino)pentan-2-yl)carbamate CC(C[C@@H](C(N[C@H](C=O)C[C@@H]1C(NCC1)=O)=O)NC(OCC1CN(C1)S(=O)(=O)C)=O)C